3-(2-(3-chloro-6-(2,4-dioxo-1,2,3,4-tetrahydropyrimidin-5-yl)pyridazin-4-yl)cyclopropyl)benzonitrile ClC=1N=NC(=CC1C1C(C1)C=1C=C(C#N)C=CC1)C=1C(NC(NC1)=O)=O